N-[3-[(E)-3-(4-Hydroxyphenyl)-3-oxoprop-1-enyl]phenyl]-4-methylbenzamide OC1=CC=C(C=C1)C(/C=C/C=1C=C(C=CC1)NC(C1=CC=C(C=C1)C)=O)=O